O=C1NC(CCC1N1CC2=CC=C(C=C2C1)NCCC1CCNCC1)=O 2-(2,6-dioxopiperidin-3-yl)-5-((2-(piperidin-4-yl)ethyl)amino)isoindoline